((1s,3s)-3-Hydroxy-3-methylcyclobutyl)(6-(2-methyl-3-(trifluoromethyl)phenyl)-2-azaspiro[3.3]heptan-2-yl)methanone OC1(CC(C1)C(=O)N1CC2(C1)CC(C2)C2=C(C(=CC=C2)C(F)(F)F)C)C